(S)-3-amino-7-(4,4-dimethylpiperidine-1-carbonyl)-5-methyl-2,3-dihydrobenzo[b][1,4]oxazepin-4(5H)-one hydrochloride Cl.N[C@@H]1C(N(C2=C(OC1)C=CC(=C2)C(=O)N2CCC(CC2)(C)C)C)=O